1-methoxy-4-[1-(2-methoxyvinyl)phenyl]naphthalene COC1=CC=C(C2=CC=CC=C12)C1(CC=CC=C1)C=COC